FC(C1=CSC2=C1CC[C@@H](C2)N)(F)F (S)-3-(trifluoromethyl)-4,5,6,7-tetrahydrobenzothiophen-6-amine